tert-Butyl (3S)-3-[1-(3-bromophenyl)sulfanyl-2-tert-butoxy-2-oxo-ethyl]pyrrolidine-1-carboxylate BrC=1C=C(C=CC1)SC(C(=O)OC(C)(C)C)[C@@H]1CN(CC1)C(=O)OC(C)(C)C